BrC=1SC(=C(N1)C1=C(C=CC(=C1)Cl)OC(F)F)NC(=O)N1CN=CC=C1 Pyrimidine-3-carboxylic acid [2-bromo-4-(5-chloro-2-difluoromethoxy-phenyl)-thiazol-5-yl]-amide